dicosylaminosilane C(CCCCCCCCCCCCCCCCCCC)N(CCCCCCCCCCCCCCCCCCCC)[SiH3]